pyrrolo[1,2-b][1,2,4]triazol-7-ol N=1C=2N(NC1)C=CC2O